C(C)C1C(=NOC1C)C1=C(C=C(C(=C1)N1C(N(C(=CC1=O)C(F)(F)F)C)=O)F)Cl Ethyl-3-{2-chloro-4-fluoro-5-[3-methyl-2,6-dioxo-4-(trifluoromethyl)-3,6-dihydropyrimidine-1(2H)-yl]phenyl}-5-methyl-4,5-dihydro-1,2-oxazol